CN1C2=NC(=NC(=C2N=C1C1=CC=NC=C1)N1CCOCC1)C1=NOC(=N1)C1CN(CCC1)C(=O)OC(C)(C)C tert-butyl 3-{3-[9-methyl-6-(morpholin-4-yl)-8-(pyridin-4-yl)-9H-purin-2-yl]-1,2,4-oxadiazol-5-yl}piperidine-1-carboxylate